N-(4-benzooxazole-2-yl-phenyl)-N-phenyl-N-{4'-(2-naphthalene-2-yl-benzooxazole-6-yl)-[1,1']biphenyl-4-yl}-amine O1C(=NC2=C1C=CC=C2)C2=CC=C(C=C2)N(C2=CC=C(C=C2)C2=CC=C(C=C2)C2=CC1=C(N=C(O1)C1=CC3=CC=CC=C3C=C1)C=C2)C2=CC=CC=C2